C(C)OC(=O)C1(CCC1)CC1=C(C=NC2=CC=C(C=C12)Br)N(C)C(=O)OC(C)(C)C 1-((6-bromo-3-((tert-butoxycarbonyl)(methyl)amino)quinolin-4-yl)methyl)cyclobutane-1-carboxylic acid ethyl ester